N1[C@H](CSC1)C(=O)O (2S,4S)-thioproline